F[C@@H]1C[C@H](N(C1)C(CN1N=C(C2=CC(=CC=C12)C1=CN=NC=C1)C(=O)N)=O)C(NC)=O 1-(2-((2S,4R)-4-fluoro-2-(methyl-carbamoyl)pyrrolidin-1-yl)-2-oxoethyl)-5-(pyridazin-4-yl)-1H-indazole-3-carboxamide